O=C1NCCC2=C(C=CC=C12)NC1=NC(=NC=C1C(=O)N)NCC1=CC=C(C=C1)C(F)(F)F 4-[(1-oxo-1,2,3,4-tetrahydroisoquinolin-5-yl)amino]-2-({[4-(trifluoromethyl)phenyl]-methyl}amino)pyrimidine-5-carboxamide